manganese vanadium-molybdenum [Mo].[V].[Mn]